CC(=O)NCCCC[C@H](C(=O)O)N N-ε-acetyl-D-lysine